FC1=CC=C(C=C1)C=1C=2C(N=C(C1C1=CC=NC=C1)C1=CC=C(C=C1)F)=NN(C2)C(C(=O)O)C [4,6-bis(4-fluorophenyl)-5-(4-pyridyl)pyrazolo[3,4-b]pyridin-2-yl]propionic acid